tert-butyl 2-(4-(4,4,5,5-tetramethyl-1,3,2-dioxaborolan-2-yl)phenoxy)acetate CC1(OB(OC1(C)C)C1=CC=C(OCC(=O)OC(C)(C)C)C=C1)C